(R,E)-(3-(1-((tert-butylsulfinyl)imino)ethyl)-4-fluoro-5-(trifluoromethyl)phenyl)carbamic acid benzyl ester C(C1=CC=CC=C1)OC(NC1=CC(=C(C(=C1)C(F)(F)F)F)/C(/C)=N/[S@](=O)C(C)(C)C)=O